5-(8-(1,3-dimethyl-4-(oxetan-3-yl)-2-oxo-2,3-dihydro-1H-imidazo[4,5-c]pyridin-6-yl)isoquinolin-3-yl)-N-(3-(3-((2,6-dioxopiperidin-3-yl)amino)phenyl)prop-2-yn-1-yl)picolinamide CN1C(N(C=2C(=NC(=CC21)C=2C=CC=C1C=C(N=CC21)C=2C=CC(=NC2)C(=O)NCC#CC2=CC(=CC=C2)NC2C(NC(CC2)=O)=O)C2COC2)C)=O